C(C)(C)(C)C1=C(C=C(C=C1)C)O 2-(tert-butyl)-5-methylphenol